NC1=NC(=CC(=N1)N1CC2N(CCCC2C1)C(=O)OC(C)(C)C)C=1C(=NN(C1)C)C tert-Butyl 6-(2-amino-6-(1,3-dimethyl-1H-pyrazol-4-yl)pyrimidin-4-yl)octahydro-1H-pyrrolo[3,4-b]pyridine-1-carboxylate